C(C)(C)(C)OC(=O)N1CC(C1)N1N=CC(=C1)C=1C(=C2CC[C@@H](N(C2=CC1)C(=O)OC)C)OC1=CC=C(C=C1)F methyl (S)-6-(1-(1-(tert-butoxycarbonyl)azetidin-3-yl)-1H-pyrazol-4-yl)-5-(4-fluorophenoxy)-2-methyl-3,4-dihydroquinoline-1(2H)-carboxylate